FC(C(=O)[O-])(F)F.N[C@@H](C)C(=O)OCC12CC[NH+](CC1)CC2 4-(((L-Alanyl)oxy)methyl)quinuclidin-1-ium 2,2,2-trifluoroacetate